7-difluoromethyl-5-(3,4-dimethylphenyl)pyrazolo[1,5-a]pyrimidine-3-carbonitrile FC(C1=CC(=NC=2N1N=CC2C#N)C2=CC(=C(C=C2)C)C)F